C(#N)C=1SC=2C(C=3SC(=C(SC3C(C2SC1C#N)=O)C#N)C#N)=O 1,4,5,8-Tetrahydro-1,4,5,8-tetrathia-2,3,6,7-tetracyano-anthraquinone